CC(CCCCCCCCCCCC(=O)[O-])O The molecule is an (omega-1)-hydroxy fatty acid anion that is the conjugate base of 13-hydroxymyristic acid, obtained by deprotonation of the carboxy group; major species at pH 7.3. It is an (omega-1)-hydroxy fatty acid anion and a long-chain fatty acid anion. It is a conjugate base of a 13-hydroxytetradecanoic acid.